(2S)-2-(tert-butoxycarbonylamino)-3-cyclopentyl-propionic acid C(C)(C)(C)OC(=O)N[C@H](C(=O)O)CC1CCCC1